FC(=C)C1=CC=CC=2C=C(C(OC21)C(F)(F)F)C(=O)[O-] 8-(1-fluorovinyl)-2-trifluoromethyl-2H-benzopyran-3-carboxylate